{2-benzyl-2-azaspiro[3.3]heptan-6-yl}methyl (2R,5S)-2,5-dimethyl-4-[5-(trifluoromethyl)pyrimidin-2-yl]piperazine-1-carboxylate C[C@H]1N(C[C@@H](N(C1)C1=NC=C(C=N1)C(F)(F)F)C)C(=O)OCC1CC2(CN(C2)CC2=CC=CC=C2)C1